N[C@@H](CCCCN)C(=O)O.CC(C(=O)O)C1=CC=C(C=C1)CC(C)C α-methyl-4-(2-methyl-propyl)benzeneacetic acid lysine salt